C(C=C)(=O)O.C(C)(C)(C)C=1C=C(C=C(C1O)C(C)(C)C)C(O)C(CO)(CO)CO (3,5-di-tert-butyl-4-hydroxyphenyl)pentaerythritol acrylate